CC1=C(C(=O)O)C=CC=C1N1C(NCC1)=O 2-methyl-3-(2-oxoimidazolidin-1-yl)benzoic acid